FC=1C=C(CN2[Se]C3=C(C2=O)C=CC=C3)C=C(C1)F 2-(3,5-difluorobenzyl)benzo[d][1,2]selenazol-3(2H)-one